OC1=C(C=O)C=C(C(=C1)F)F 2-hydroxy-4,5-difluorobenzaldehyde